CN1N=CC2=C1N=C1N(C2=O)CCCC1CC1=CC(=C(C(=C1)OC)OC)OC 1-methyl-9-(3,4,5-trimethoxybenzyl)-6,7,8,9-tetrahydropyrazolo[3,4-d]pyrido[1,2-a]pyrimidin-4(1H)-one